2-{[(S)-3-methyl-1-piperidyl]methyl}-6-{4'-fluoro-2'-[(3-fluoro-1-azetidinyl)carbonyl]-5-(trifluoromethyl)-3-biphenylyl}-7-oxo-1,6-dihydro-1,6-diaza-4-indenecarbonitrile C[C@@H]1CN(CCC1)CC=1NC=2C(N(C=C(C2C1)C#N)C=1C=C(C=C(C1)C(F)(F)F)C1=C(C=C(C=C1)F)C(=O)N1CC(C1)F)=O